FC(C(C(=O)[O-])C(=O)[O-])(F)F 2-(trifluoromethyl)malonate